2-vinyloxy-5-(vinyloxymethyl)-7-oxabicyclo[2.2.1]heptane C(=C)OC1C2CC(C(C1)O2)COC=C